1,2-dimethyl-4-(tributylstannyl)-1H-imidazole CN1C(=NC(=C1)[Sn](CCCC)(CCCC)CCCC)C